C(C)(C)(C)OC(=O)N1CC(C(CC1)OCCO[Si](C)(C)C(C)(C)C)(F)F 4-(2-(tert-butyl-dimethyl-siloxy)ethoxy)-3,3-difluoropiperidine-1-carboxylic acid tert-butyl ester